CO[Si](C1=CC2=C1C=CC=C2)(C)OC dimethoxy(methyl)(benzocyclobutenyl)Silane